isopropyl 6-bromo-3-[(3S,4Z)-4-[(R)-tert-butylsulfinyl]imino-3-methyl-2-oxa-8-azaspiro[4.5]decan-8-yl]-5-methyl-pyrazine-2-carboxylate BrC1=C(N=C(C(=N1)C(=O)OC(C)C)N1CCC2(/C(/[C@@H](OC2)C)=N/[S@](=O)C(C)(C)C)CC1)C